2-morpholinylethanesulfonic acid monohydrate O.N1(CCOCC1)CCS(=O)(=O)O